C(C)(C)OC=1C=CC(=NC1)C1=NSC(=N1)N(C1=NC=CC=C1C)C 3-(5-isopropoxy-pyridin-2-yl)-N-methyl-N-(3-methylpyridin-2-yl)-1,2,4-thiadiazol-5-amine